C(C)(C)(C)OC([C@H](C(SSC[C@@H](C(=O)O)N)C(=O)OC(C)(C)C)N)=O Boc-L-cystine tert-butyl ester